O=C(C(=O)[O-])CNC([C@H](O)C(C)(C)CO)=O ketopantothenate